ClC=1C=C(C=CC1)[C@H]1[C@@H](C[C@H]1C1=NC=CC=C1)C(=O)C1=CC=CC=C1 ((1R,2R,3R)-2-(3-chlorophenyl)-3-(pyridin-2-yl)cyclobutyl)(phenyl)methanone